4-(3-bromobenzyloxy)benzaldehyde BrC=1C=C(COC2=CC=C(C=O)C=C2)C=CC1